tert-butyl [3-(4-{[(2R)-1-hydroxypropan-2-yl]oxy}-1H-pyrazol-1-yl)bicyclo[1.1.1]pentan-1-yl]carbamate OC[C@@H](C)OC=1C=NN(C1)C12CC(C1)(C2)NC(OC(C)(C)C)=O